C(C)(=O)[O-].C(C)(=O)[O-].[Ti+4] titanium (IV) diacetate